3-((3-Exo)-3-((4-((5-(hydroxymethyl)thiazol-2-yl)amino)-6-morpholinopyrimidin-2-yl)amino)-8-azabicyclo[3.2.1]oct-8-yl)propionitrile OCC1=CN=C(S1)NC1=NC(=NC(=C1)N1CCOCC1)NC1CC2CCC(C1)N2CCC#N